3-(biphenyl-4-yl)-5-(4-tertiary-butylphenyl)-4-phenyl-4H-1,2,4-triazole C1(=CC=C(C=C1)C1=NN=C(N1C1=CC=CC=C1)C1=CC=C(C=C1)C(C)(C)C)C1=CC=CC=C1